CNC(\C=C/C(=O)O)=O N-METHYLMALEAMIC ACID